[(1RS,2RS,8aSR)-1,2,8,8-tetramethyl-1,2,3,5,6,7,8,8a-octahydro-2-naphthalenyl]ethanone C[C@H]1[C@](CC=C2CCCC([C@H]12)(C)C)(C)C(C)=O |r|